CNC1(CC=CC2=CC3=CC=CC=C3C=C12)C(=O)O 1-methylamino-anthroic acid